N-(2-(3,3-dimethylpyrrolidin-1-yl)ethyl)-7-oxo-7H-benzo[h]pyrido[2,1-b]quinazoline-12-carboxamide hydrochloride Cl.CC1(CN(CC1)CCNC(=O)C1=CC=CN2C1=NC=1C3=C(C=CC1C2=O)C=CC=C3)C